C1(CC1)C1=CC(=NN1)NC(C(C)C=1C=C(C=CC1)C1=CC=C(C=C1)NC(\C=C\CN(C)C)=O)=O (E)-N-(3'-(1-((5-cyclopropyl-1H-pyrazol-3-yl)amino)-1-oxopropan-2-yl)-[1,1'-biphenyl]-4-yl)-4-(dimethylamino)but-2-enamide